C(N)(=O)[C@@H]1C[C@]2(CN1C([C@H](CC1CC1)N(C(OC(C)(C)C)=O)C)=O)C(NC1=C(O2)N=CC(=C1)C)=O t-butyl ((2S)-1-((s,S)-5'-carbamoyl-7-methyl-2-oxo-1,2-dihydrospiro[pyrido[2,3-b][1,4]oxazine-3,3'-pyrrolidin]-1'-yl)-3-cyclopropyl-1-oxopropan-2-yl)(methyl)carbamate